ethyl (9Z)-21-[(dimethylamino)methyl]octacos-9-enoate CN(C)CC(CCCCCCCCCC\C=C/CCCCCCCC(=O)OCC)CCCCCCC